3-[(1S,3R)-3-[[5-(trifluoromethyl)pyrimidin-2-yl]amino]cyclohexyl]-[1,2,4]triazolo[4,3-a]pyrimidin FC(C=1C=NC(=NC1)N[C@H]1C[C@H](CCC1)C1=NN=C2N1C=CC=N2)(F)F